FC(OC=1C=CC(=C(C1)N1C(N(C2=C1C=CC(=C2)C(=O)NC2(CCS(CC2)(=O)=O)C)C(C)C(C)(C)O)=O)F)F 1-(5-(difluoromethoxy)-2-fluorophenyl)-3-(3-hydroxy-3-methylbutan-2-yl)-N-(4-methyl-1,1-dioxidotetrahydro-2H-thiopyran-4-yl)-2-oxo-2,3-dihydro-1H-benzo[d]imidazole-5-carboxamide